[N+](=O)([O-])C1=CC=C(C=C1)OC(NCCCCCCO[Si](C)(C)C(C)(C)C)=O (tert-Butyldimethylsilyloxy)hexyl-carbamic acid 4-nitrophenyl ester